4-(2-Dimethylamino-ethoxy)-N-[(R)-8-(6-methoxy-pyridin-2-yl)-2,3-dihydro-benzo[1,4]dioxin-2-ylmethyl]-benzamide CN(CCOC1=CC=C(C(=O)NC[C@@H]2COC3=C(O2)C(=CC=C3)C3=NC(=CC=C3)OC)C=C1)C